N6-hydroxydeazaadenosine ON=C1C2=NC=C([C@H]3[C@H](O)[C@H](O)[C@@H](CO)O3)C2=NC=N1